pyrazine-2-carboxamide-3-d N1=C(C(=NC=C1)[2H])C(=O)N